FC1=CC(=C(C2=CN(N=C12)C)OC)C=1SC2=C(N1)SC(=C2)C2CCNCC2 7-fluoro-4-methoxy-2-methyl-5-[5-(piperidin-4-yl)thieno[2,3-d][1,3]thiazol-2-yl]indazole